1-(5-{[(5-Chlorothiophen-2-yl)methyl]amino}-3-[1-(morpholin-4-carbonyl)azepan-4-yl]-1H-pyrazol-1-yl)-2,2-dimethylpropan-1-on ClC1=CC=C(S1)CNC1=CC(=NN1C(C(C)(C)C)=O)C1CCN(CCC1)C(=O)N1CCOCC1